C1(CC1)N1C(=NC(=C1)C(F)(F)F)C12C3C4C5(C(C14)C2C53)CO ((2R,3R,4S,5S)-4-(1-cyclopropyl-4-(trifluoromethyl)-1H-imidazol-2-yl)cuban-1-yl)methanol